CN1CCN(CC1)NC(C1=CC=CC=C1)=O N-(1-Methylpiperazine-4-yl)benzamide